NC1=C(C=CC=C1)C=1SC2=C(N1)C=CC=C2 2-(2-aminophenyl)benzothiazole